C(C1=CC=CC=C1)OC1=CC=2OC=3C=C4C(=C(C3C(C2C(=C1OC)CC=C(C)C)=O)OC/C=C/C(=O)O)C=CC(O4)(C)C (E)-4-((9-(Benzyloxy)-8-methoxy-2,2-dimethyl-7-(3-methylbut-2-en-1-yl)-6-oxo-2H,6H-pyrano[3,2-b]xanthen-5-yl)oxy)but-2-enoic acid